FC1=C(C=CC=C1F)CN1C(CCC1=O)CC(=O)OCCOC1=CC=C(C=C1)OC 2-(4-Methoxyphenoxy)ethyl 2-[1-[(2,3-difluorophenyl)methyl]-5-oxopyrrolidin-2-yl]acetat